ClCC1(CC=NO1)C 5-(chloromethyl)-5-methyl-4,5-dihydroisoxazole